BrC=1C(=C(C#N)C=CN1)F 2-Bromo-3-fluoroisonicotinonitrile